n-Dodecyltrimethoxysilan C(CCCCCCCCCCC)[Si](OC)(OC)OC